C12C(C(C(C=C1)C2)C#N)C#N 5-norbornene-2,3-dicarbonitrile